FC(C=O)(F)F 2,2,2-trifluoro-ethan-1-one